C(#N)/C=C/C(=O)N(C)OCC (E)-3-cyano-N-ethoxy-N-methyl-prop-2-enamide